S(=O)(=O)(O)C(C(=O)OC)CCCCCCCCCCCCCC.[Na] sodium methyl sulfopalmitate